4-amino-7-nitro-2,1,3-benzoxadiazole NC1=CC=C(C2=NON=C21)[N+](=O)[O-]